C(C=C)(=O)OCCCCOC1=CC(=C(C(=O)OC2=CC(=C(C=C2)OC(C2=CC=C(C=C2)OCCCCOC(C=C)=O)=O)C)C=C1)C 4-({4-[4-(acryloyloxy) butoxy] benzoyl} oxy)-3-methylphenyl 4-[4-(acryloyloxy) butoxy]-2-methylbenzoate